5-(2-chlorophenoxy)-3-((3-(difluoromethoxy)benzyl)amino)-4H-benzo[e][1,2,4]thiadiazine 1,1-dioxide ClC1=C(OC2=CC=CC3=C2NC(=NS3(=O)=O)NCC3=CC(=CC=C3)OC(F)F)C=CC=C1